C(C)(C)(C)OC(=O)N1CC=2C=C(C(N(C2CC1)C)=O)Br 3-bromo-1-methyl-2-oxo-7,8-dihydro-5H-1,6-naphthyridine-6-carboxylic acid tert-butyl ester